ethyl 4-hydroxy-5-methylpyridine-2-carboxylate OC1=CC(=NC=C1C)C(=O)OCC